N-{3-fluoro-4-[(7-{3-[(3-hydroxycyclopentyl)amino]propoxy}-6-methoxyquinolin-4-yl)oxy]phenyl}-5-(4-fluorophenyl)-6-oxo-2,3,5,6-tetrahydrofuro[3,2-c]pyridine-7-carboxamide FC=1C=C(C=CC1OC1=CC=NC2=CC(=C(C=C12)OC)OCCCNC1CC(CC1)O)NC(=O)C1=C2C(=CN(C1=O)C1=CC=C(C=C1)F)CCO2